N-(2-(2-(1H-tetrazol-5-yl)phenyl)-6-(3,3-dimethylpiperidin-1-yl)pyridin-4-yl)-2-(p-tolyl)acetamide N1N=NN=C1C1=C(C=CC=C1)C1=NC(=CC(=C1)NC(CC1=CC=C(C=C1)C)=O)N1CC(CCC1)(C)C